C1(=CC=C(C2=CC=CC=C12)C(=O)Cl)C(=O)Cl naphthalene-1,4-dicarboxylic acid chloride